6-(2-chlorophenyl)-2-[(4-{propan-2-yl[2-(propan-2-ylamino)ethyl]amino}phenyl)amino]imidazo[1,2-a]pyrimido[5,4-e]pyrimidin-5(6H)-one ClC1=C(C=CC=C1)N1C=2N(C3=C(C1=O)C=NC(=N3)NC3=CC=C(C=C3)N(CCNC(C)C)C(C)C)C=CN2